ClC=1C=C2C(=CN1)C=1CN(CCC1N2)C(COC)=O 1-(7-chloro-1,3,4,5-tetrahydro-2H-pyrrolo[3,2-c:4,5-c']dipyridin-2-yl)-2-methoxyethan-1-one